The molecule is zwitterionic form of O-carbamoyl-L-serine having an anionic carboxy group and a protonated amino group. It is a tautomer of an O-carbamoyl-L-serine. C([C@@H](C(=O)[O-])[NH3+])OC(=O)N